O=C1S\C(\C(N1)=O)=C/C1=CC=C(O1)C1=CC=C(C=C1)S(=O)(=O)N 4-{5-[(Z)-(2,4-dioxo-1,3-thiazolidin-5-ylidene)methyl]furan-2-yl}benzenesulfonamide